C[C]C 2λ2-propane